CN1[C@H]2[C@@H](CCC1)N(CC2)C2=CC=C(C=C2)C2=NOC(=C2)C2=NNC1=CC(=C(C=C21)F)OCCOC 3-(3-{4-[(Cis)-4-methyl-octahydro-1H-pyrrolo[3,2-b]pyridin-1-yl]phenyl}-1,2-oxazol-5-yl)-5-fluoro-6-(2-methoxyethoxy)-1H-indazole